(1S,2R,3S,5R)-3-(1-hydroxycyclopropyl)-5-(4-methyl-7H-pyrrolo[2,3-d]pyrimidin-7-yl)cyclopentane-1,2-diol OC1(CC1)[C@@H]1[C@H]([C@H]([C@@H](C1)N1C=CC2=C1N=CN=C2C)O)O